γ-Hydroxybutyric acid sodium salt [Na+].OCCCC(=O)[O-]